(S)-3-(hydroxymethyl)-4-(5-(trifluoromethyl)pyrazin-2-yl)piperazine-1-carboxylic acid tert-butyl ester C(C)(C)(C)OC(=O)N1C[C@H](N(CC1)C1=NC=C(N=C1)C(F)(F)F)CO